5,6-quinolinedicarboxylic acid N1=CC=CC2=C(C(=CC=C12)C(=O)O)C(=O)O